FC1(CC(C1)(O)C1=CC=C(C=C1)C(F)(F)F)F 3,3-difluoro-1-(4-(trifluoromethyl)phenyl)cyclobutan-1-ol